FC1=CC=C2C(CN(C2=C1)C(=O)C=1C=C2CN(C(C2=CC1)=O)C1C(NC(CC1)=O)=O)C(C)C 3-(5-(6-fluoro-3-isopropylindoline-1-carbonyl)-1-oxoisoindolin-2-yl)piperidine-2,6-dione